FC(N1N=CC(=C1)C(=O)NC=1C(=NC=CC1C1=C(C=CC(=C1)F)F)[C@@H]1OCC(CC1)(F)F)F |r| rac-1-(difluoromethyl)-N-(4-(2,5-difluorophenyl)-2-(5,5-difluorotetrahydro-2H-pyran-2-yl)pyridin-3-yl)-1H-pyrazole-4-carboxamide